(S)-N-(2,6-dioxopiperidin-3-yl)pyrazolo[1,5-a]pyrimidine-3-carboxamide O=C1NC(CC[C@@H]1NC(=O)C=1C=NN2C1N=CC=C2)=O